Cl.CN(CCC)C 3-(dimethylamino)propane hydrochloride